O[C@@H]1C[C@H](N(C1)C([C@H](C(C)(C)C)N1N=NC(=C1)C=1N=C2N(C=CC=C2)C1)=O)C(=O)NC (2S,4R)-4-hydroxy-1-[(2S)-2-(4-imidazo[1,2-a]pyridin-2-yltriazol-1-yl)-3,3-dimethyl-butanoyl]-N-methyl-pyrrolidine-2-carboxamide